BrC=1C=CC=2C3=C(C=NC2C1)N=C(S3)CCCC 7-bromo-2-butylthiazolo[4,5-c]quinoline